ClC=1C=NN2C1N=C(C(=C2)OC(C(C)=O)C)C(F)F 3-((3-chloro-5-(difluoromethyl)pyrazolo[1,5-a]pyrimidin-6-yl)oxy)butan-2-one